1-(furan-2-yl)-3-phenylpropane-1,3-dione O1C(=CC=C1)C(CC(=O)C1=CC=CC=C1)=O